2,4-dimethyl-1,3-benzodioxole-5-carboxamide CC1OC2=C(O1)C=CC(=C2C)C(=O)N